CC1=C(C(=[NH+]C1C=C)/C=C\\2/C(=C(/C(=C/C3=C(C(=C(N3)/C=C\\4/C(=C(C=[NH+]4)C=C)C)C)CCC(=O)[O-])/N2)CCC(=O)[O-])C)C=C The molecule is an iminium betaine resulting from a transfer of two protons from the carboxy groups to the imino groups of anaerobilin; major species at pH 7.3. It is a tautomer of an anaerobilin.